3-(T-Butoxycarbonylamino)butanoic acid C(C)(C)(C)OC(=O)NC(CC(=O)O)C